(2R,5R)-2-methyl-5-(prop-1-en-2-yl)cyclohexanone C[C@H]1C(C[C@@H](CC1)C(=C)C)=O